ClC1=CC=C2C(=C(N(C2=C1F)C=1C=NN(C1)CC)C1CC1)SC=1C(=C(C=CC1)CC(=O)O)F 2-(3-((6-chloro-2-cyclopropyl-1-(1-ethyl-1H-pyrazol-4-yl)-7-fluoro-1H-indol-3-yl)thio)-2-fluorophenyl)acetic acid